C(C1=CC=CC=C1)C1(CC(=NO1)CNC(=O)C1CCCC2=CC=CC=C12)C(=O)OC methyl 5-benzyl-3-((1,2,3,4-tetrahydronaphthalene-1-carboxamido)methyl)-4,5-dihydroisoxazole-5-carboxylate